(1R,2R)-2-(1H-benzo[d]imidazol-2-yl)-N-((S)-1-((5-bromopyrazin-2-yl)amino)-1-oxopropan-2-yl)cyclopropane-1-carboxamide N1C(=NC2=C1C=CC=C2)[C@H]2[C@@H](C2)C(=O)N[C@H](C(=O)NC2=NC=C(N=C2)Br)C